C(C)(C)(C)C1CC2=NN(C(=C2N1C(=O)O)C#CCN1C(C2=CC=CC=C2C1=O)=O)C.ClC1=CC=C(C=C1)C=1NC=CN1 2-(4-chlorophenyl)imidazol tert-butyl-3-[3-(1,3-dioxoisoindolin-2-yl)prop-1-ynyl]-2-methyl-5,6-dihydropyrrolo[3,2-c]pyrazole-4-carboxylate